BrC1=C(C(=CC=C1)Cl)CO (2-Bromo-6-chlorophenyl)methanol